C(CCCC)(=O)OCCCCCCCCCCCCCCCCCCCCCCCC n-tetracosyl valerate